CC(CCCC1=C(C(=CC=C1)N)N)C (4-methylpentyl)benzene-1,2-diamine